Cl.NC1CCC(CC1)OC1=CC(=C(C#N)C=C1)Cl 4-(((1r,4r)-4-aminocyclohexyl)oxy)-2-chlorobenzonitrile hydrochloride